FC1=CC=C(C=C1)C1=NN(C=C1C=1C2=C(N=CN1)OC(=C2)C2=CC=CC=C2)[C@@H]2[C@@H](COCC2)F 4-(3-(4-fluorophenyl)-1-((cis)-3-fluorotetrahydro-2H-pyran-4-yl)-1H-pyrazol-4-yl)-6-phenylfuro[2,3-d]pyrimidine